4-(4-chlorophenyl)-4-oxo-3-(thiophene-2-yl)butyric acid ClC1=CC=C(C=C1)C(C(CC(=O)O)C=1SC=CC1)=O